5-(2-{[(3-cyclopropylpropyl)amino]methyl}-4-fluoro-6-hydroxy-2,3-dihydro-1H-inden-5-yl)-1λ6,2,5-thiadiazolidine-1,1,3-trione C1(CC1)CCCNCC1CC2=CC(=C(C(=C2C1)F)N1CC(NS1(=O)=O)=O)O